C1(CCCCC1)C1=C(C=C(C=C1O)C1CCCCC1)O 2,5-Dicyclohexylbenzene-1,3-diol